FS(=O)(=O)OC1=CC=C(C=C1)C=1OC2=CC=C(C=C2C(C1)=O)C(=O)OC methyl 2-(4-((fluorosulfonyl)oxy)phenyl)-4-oxo-4H-chromene-6-carboxylate